3-(2'-Fluoro-[1,1'-biphenyl]-4-yl)propanamide sulfide FC1=C(C=CC=C1)C1=CC=C(C=C1)CCC(=O)[NH2]=S